(R)-2-(1-((2-aminopyridin-3-yl)oxy)ethyl)-4-fluorobenzoic acid methyl ester COC(C1=C(C=C(C=C1)F)[C@@H](C)OC=1C(=NC=CC1)N)=O